boron disalicylate triethylamine salt C(C)N(CC)CC.C(C=1C(O)=CC=CC1)(=O)[O-].C(C=1C(O)=CC=CC1)(=O)[O-].[B+2]